NCCOCCOCCOCCO 2-[2-[2-(2-aminoethoxy)ethoxy]ethoxy]ethanol